5-chloro-4-fluoro-1-(1-methyl-1H-pyrazol-4-yl)-6-(1-(oxetan-3-yl)piperidin-4-yl)-1H-indazole ClC=1C(=C2C=NN(C2=CC1C1CCN(CC1)C1COC1)C=1C=NN(C1)C)F